COC(=O)C1=NC(=C(C=C1N)C(F)(F)F)NC(CCC=C)(C)C 3-amino-6-(1,1-dimethylpent-4-enylamino)-5-(trifluoromethyl)pyridine-2-carboxylic acid methyl ester